BrC=1C=C2C(C(N(C2=CC1)C1CCN(CC1)C1CCC(CC1)C(C)C)=O)CC(=O)N(N)C 2-(5-bromo-1-(1-((1s,4s)-4-isopropylcyclohexyl)piperidin-4-yl)-2-oxoindolin-3-yl)-N-methylacetohydrazide